4-(4-fluoro-3-(1-(6-fluoropyridin-2-yl)-4-oxido-1,4-azaphosphinan-4-yl)benzyl)phthalazin-1(2H)-one FC1=C(C=C(CC2=NNC(C3=CC=CC=C23)=O)C=C1)P1(CCN(CC1)C1=NC(=CC=C1)F)=O